C(CC)C=1C=C(C=CC1)O m-n-propylphenol